3-hydroxy-2-methyl-4-pyrone iron [Fe].OC1=C(OC=CC1=O)C